FC=1C=C2C(=CNC(C2=CC1F)=O)[C@@H](C)N(C(C1=CC=CC=C1)=O)C |r| Racemic-N-(1-(6,7-difluoro-1-oxo-1,2-dihydroisoquinolin-4-yl)ethyl)-N-methylbenzamide